CN1C=2N(C=3N=C(N=CC13)NC=1C(=CC=3N(C1)N=CN3)C)C3(CCS(CC3)(=O)=O)CN2 5-methyl-2-((7-methyl-[1,2,4]-triazolo[1,5-a]pyridin-6-yl)amino)-2',3',5,5',6',7-hexahydrospiro[imidazo[1,2-e]purine-8,4'-thiopyran]-1',1'-dioxide